3-bromo-6-[4-(2-hydroxypropan-2-yl)phenyl]-1-[2-(2,2,2-trifluoroethoxy)phenyl]-6,7-dihydro-1H-pyrrolo[3,4-b]pyridine-2,5-dione BrC1=CC2=C(N(C1=O)C1=C(C=CC=C1)OCC(F)(F)F)CN(C2=O)C2=CC=C(C=C2)C(C)(C)O